ethyl 2-[3-[1-[9-[(4,6-difluoro-1H-indol-5-yl)oxy]-5,6-dihydroimidazo[2,1-a]isoquinolin-3-yl]ethyl]-2-fluoro-phenyl]acetate FC1=C2C=CNC2=CC(=C1OC1=CC=C2CCN3C(C2=C1)=NC=C3C(C)C=3C(=C(C=CC3)CC(=O)OCC)F)F